2-chloro-7-ethyl-9-(tetrahydrofuran-3-yl)-7,9-dihydro-8H-purin-8-one ClC1=NC=C2N(C(N(C2=N1)C1COCC1)=O)CC